FC=1C=C2C(=CC(N(C2=CC1C1=C(C=CC=C1O)F)C1=C(C=CC=C1C)C(C)C)=O)N1CCNCC1 6-fluoro-7-(2-fluoro-6-hydroxyphenyl)-1-(2-isopropyl-6-methylphenyl)-4-(piperazin-1-yl)quinolin-2(1H)-one